OC(C)(C)C=1SC(=CN1)[S@@](=O)(N)=NC(NC1=C2C(CCC2=CC=2CCCC12)C)=O (R)-2-(2-hydroxypropan-2-yl)-N'-((3-methyl-1,2,3,5,6,7-hexahydro-s-indacen-4-yl)carbamoyl)thiazole-5-sulfonimidamide